3-methyl-2-(4-{[(3R)-1-methylpiperidin-3-yl]amino}pyrido[3,4-d]pyridazin-1-yl)-5-(trifluoromethyl)phenol CC=1C(=C(C=C(C1)C(F)(F)F)O)C1=C2C(=C(N=N1)N[C@H]1CN(CCC1)C)C=NC=C2